[2-(2-aminophenyl)phenyl]methyl methanesulfonate CS(=O)(=O)OCC1=C(C=CC=C1)C1=C(C=CC=C1)N